(benzyloxy)-4-carbonyl-N-(1-vinylcyclobutyl)-4H-pyran-2-carboxamide C(C1=CC=CC=C1)OC1=C(OC=CC1=C=O)C(=O)NC1(CCC1)C=C